N-((5-fluoro-6-methoxy-1H-indol-2-yl)methyl)-1-methylcyclopropane-1-carboxamide FC=1C=C2C=C(NC2=CC1OC)CNC(=O)C1(CC1)C